(2S,5R)-7-oxo-2-(N-(pyrazin-2-ylsulfonyl)carbamimidoyl)-1,6-diazabicyclo[3.2.1]octan-6-yl hydrogen sulfate S(=O)(=O)(ON1[C@@H]2CC[C@H](N(C1=O)C2)C(NS(=O)(=O)C2=NC=CN=C2)=N)O